1-(6-aminopyrimidin-4-yl)piperidine-4-carboxylic acid NC1=CC(=NC=N1)N1CCC(CC1)C(=O)O